ClC=1C=C(C=CC1NS(=O)(=O)CCC)C1=C2C(=NC=C1)NC=C2 4-(3-chloro-4-(propylsulfonamido)phenyl)-1H-pyrrolo[2,3-b]pyridin